4'-Acetyl-[1,1'-biphenyl]-4-carbonitrile C(C)(=O)C1=CC=C(C=C1)C1=CC=C(C=C1)C#N